(4-(1H-pyrazol-4-yl)phenyl)-6-methoxy-1-methyl-spiro[indoline-2,3'-pyrrolidine]-2'-one N1N=CC(=C1)C1=CC=C(C=C1)N1C(C2(CC1)N(C1=CC(=CC=C1C2)OC)C)=O